(7S)-9-(2,6-difluorophenyl)-N-(2-fluoroethyl)-7-methyl-13,16-dioxa-18-thia-2,3,5,8-tetrazatetracyclo[8.8.0.02,6.011,17]octadeca-1(10),3,5,8,11(17)-pentaene-4-carboxamide FC1=C(C(=CC=C1)F)C1=N[C@H](C2=NC(=NN2C=2SC=3OCCOCC3C12)C(=O)NCCF)C